4-(4-(2-fluoro-4-nitrophenyl)piperazin-1-yl)piperidine-1-carboxylic acid tert-butyl ester C(C)(C)(C)OC(=O)N1CCC(CC1)N1CCN(CC1)C1=C(C=C(C=C1)[N+](=O)[O-])F